4,6-disulfoisophthalic acid S(=O)(=O)(O)C1=C(C=C(C(=O)O)C(=C1)S(=O)(=O)O)C(=O)O